OC1(C(=C(C(O1)=C=O)C(=O)NOC)C=1NC2=CC(=CC=C2C1)C)CCCCC 5-hydroxy-N-methoxy-4-(6-methyl-1H-indol-2-yl)-2-carbonyl-5-pentyl-2,5-dihydrofuran-3-carboxamide